(4-benzyl-1,4-oxazepan-2-yl)methyl methanesulfonate CS(=O)(=O)OCC1OCCCN(C1)CC1=CC=CC=C1